tert-butyl 2-(3-(cyclopent-1-en-1-yl)-1H-pyrazol-1-yl)acetate C1(=CCCC1)C1=NN(C=C1)CC(=O)OC(C)(C)C